5-(8-(3-acrylamidophenyl)quinazolin-6-yl)-N-(pyridin-2-yl)pyridinecarboxamide C(C=C)(=O)NC=1C=C(C=CC1)C=1C=C(C=C2C=NC=NC12)C=1C=CC(=NC1)C(=O)NC1=NC=CC=C1